BrC1=CC=C(C=C1)B1OC(C(O1)(C)C)(C)C 2-(4-bromophenyl)-4,4,5,5-tetramethyl-1,3,2-dioxaborolan